2-bromomethyl-5-chloropyrimidine BrCC1=NC=C(C=N1)Cl